3-methyl-1-((2-methylthiazol-5-yl)methyl)-2-oxo-N-(2,4,6-trifluorobenzyl)-1,2,3,4-tetrahydroquinazoline-7-carboxamide CN1C(N(C2=CC(=CC=C2C1)C(=O)NCC1=C(C=C(C=C1F)F)F)CC1=CN=C(S1)C)=O